FC=1C=CC2=C(C(=CO2)CC(=O)N)C1 2-(5-fluoro-1-benzofuran-3-yl)acetamide